CC1=C(C=CC=C1C(F)(F)F)[C@@H](C)NC1=CC=NC2=CC=C(C=C12)N1C[C@@H](CC1)NC(C)=O N-((R)-1-(4-(((R)-1-(2-methyl-3-(trifluoromethyl)phenyl)ethyl)amino)quinolin-6-yl)pyrrolidin-3-yl)acetamide